azanediyldi(ethane-2,1-diyl) ditetradecanoate mesylate S(C)(=O)(=O)O.C(CCCCCCCCCCCCC)(=O)OCCNCCOC(CCCCCCCCCCCCC)=O